2-(Difluoromethyl)-5-(6-((pyridin-3-yloxy)methyl)pyridin-3-yl)-1,3,4-oxadiazole FC(C=1OC(=NN1)C=1C=NC(=CC1)COC=1C=NC=CC1)F